2-aminocyclopropyl-carboxylic acid NC1C(C1)C(=O)O